2-(3-((S)-1-hydroxyethyl)-2-((R)-tetrahydrofuran-3-yl)-2H-pyrazolo[3,4-b]pyridin-6-yl)-3-methyl-5-(trifluoromethyl)phenol O[C@@H](C)C=1N(N=C2N=C(C=CC21)C2=C(C=C(C=C2C)C(F)(F)F)O)[C@H]2COCC2